C=CCCCCCCCCCCC Tridec-1-ene